lithium sulfide-lithium salt [Li+].[S-2].[Li+]